BrC1=CC=C(C=C1)[C@H](C)NC(=O)[C@H]1N(C[C@@H](C1)O[Si](C1=CC=CC=C1)(C1=CC=CC=C1)C(C)(C)C)C(=O)OC(C)(C)C tert-butyl (2S,4R)-2-[[(1S)-1-(4-bromophenyl)ethyl]carbamoyl]-4-[tert-butyl(diphenyl)silyl]oxy-pyrrolidine-1-carboxylate